N1CC2(CC1)CC(C1=CC=CC=C12)O 2,3-dihydrospiro[indene-1,3'-pyrrolidine]-3-ol